C(C)(=O)O[C@@H](COC1=CC=C(C=C1)C(C)(C)C1=CC(=C(C(=C1)Cl)OC[C@H](CS(=O)(=O)CC)OC(C)=O)Cl)CCl (S)-1-(4-(2-(4-((R)-2-acetoxy-3-(ethylsulfonyl)propoxy)-3,5-dichlorophenyl)propan-2-yl)phenoxy)-3-chloropropan-2-yl acetate